C1(=C(C=CC2=CC=CC=C12)P(C(C)(C)C)C(C)(C)C)C1=CC=CC2=CC=CC=C12 [1,1'-binaphthyl]-2-yl-di-tert-butylphosphine